n-nonyl methyl sulfoxide CS(=O)CCCCCCCCC